FC1(CC(C1)OC(=O)NCC1=C(N=NN1C)C1=CC=C(C(=N1)C)O[C@@H]1C[C@H](CCC1)C(=O)O)F (1S,3S)-3-((6-(5-((((3,3-difluoro-cyclobutoxy)carbonyl)amino)methyl)-1-methyl-1H-1,2,3-triazol-4-yl)-2-methylpyridin-3-yl)oxy)cyclohexane-1-carboxylic acid